(rac)-2-(6-{[3-(2,3-dichloro-6-fluorophenyl)-1-(prop-2-enoyl)pyrrolidin-3-yl]amino}-3-(trifluoromethyl)indazol-1-yl)acetamide ClC1=C(C(=CC=C1Cl)F)[C@]1(CN(CC1)C(C=C)=O)NC1=CC=C2C(=NN(C2=C1)CC(=O)N)C(F)(F)F |r|